(R)-N-Benzyl-2-acetamido-3-methoxypropionamide C(C1=CC=CC=C1)NC([C@@H](COC)NC(C)=O)=O